C(C)(=O)C=1C=CC(=C(\C=N\NC(C2=CC=C(C=C2)Cl)=O)C1)O (E)-N'-(5-acetyl-2-hydroxybenzylidene)-4-chlorobenzoyl-hydrazine